BrC=1C(=CC2=C(N(CC(CS2(=O)=O)(CC)CC)C2=CC=C(C=C2)F)C1)OC 7-bromo-3,3-diethyl-5-(4-fluorophenyl)-8-methoxy-2,3,4,5-tetrahydro-1,5-benzothiazepine 1,1-dioxide